4-fluoro-N-{phenyl-[4-(prop-2-yl)phenyl]methyl}-1-[2-(pyridin-2-yl)acetyl]pyrrolidine-2-carboxamide FC1CC(N(C1)C(CC1=NC=CC=C1)=O)C(=O)NC(C1=CC=C(C=C1)C(C)C)C1=CC=CC=C1